N1(C=NC=C1)C[C@]1(C[C@H](N(C1)C(CNC(=O)C=1C=CC=2C(C3=CC=CC=C3C2C1)(F)F)=O)C(=O)OCC1=CC=CC=C1)F benzyl (2S,4S)-4-((1H-imidazol-1-yl)methyl)-1-((9,9-difluoro-9H-fluorene-3-carbonyl)glycyl)-4-fluoropyrrolidine-2-carboxylate